FC(OC1=CC=C(C=C1)C1(CC1)C(=O)N1[C@@H]2C[C@@H]2C[C@H]1C(=O)O)(F)F (1R,3S,5R)-2-[1-[4-(Trifluoromethoxy)phenyl]cyclopropanecarbonyl]-2-azabicyclo[3.1.0]hexane-3-carboxylic acid